C12CN(CC(OC1)C2)C=2SC1=C(N2)C=CC(=C1C(=O)N[C@@H]1[C@H]2CC[C@@H]([C@@H]1C(NC1=CC(=C(C=C1)F)C(F)(F)F)=O)C2)OC 2-(6-Oxa-3-azabicyclo[3.2.1]octan-3-yl)-N-((1S,2R,3S,4R)-3-((4-fluoro-3-(trifluoromethyl)phenyl)carbamoyl)bicyclo[2.2.1]heptan-2-yl)-6-methoxybenzo[d]thiazole-7-carboxamide